C(#N)C1=CN(C2=CC=C(C=C12)N1N=CC(=C1)C(=O)OCCOC(C)=O)C(C)C (2-acetoxy)ethyl 1-(3-cyano-1-isopropyl-1H-indol-5-yl)-1H-pyrazole-4-carboxylate